4-((R)-4-propenoyl-3-methylpiperazin-1-yl)-7-(2-amino-3,5-dichloro-6-fluorophenyl)-6-fluoro-1-(((S)-1-methyl-pyrrolidin-2-yl)methyl)-2-oxo-1,2-dihydro-1,8-naphthyridine-3-carbonitrile C(C=C)(=O)N1[C@@H](CN(CC1)C1=C(C(N(C2=NC(=C(C=C12)F)C1=C(C(=CC(=C1F)Cl)Cl)N)C[C@H]1N(CCC1)C)=O)C#N)C